C(C)(C)(C)[C@H]1CC[C@H](CC1)N1CCC(CC1)N1C=C(C2=CC(=CC=C12)F)C=NO 1-(1-(cis-4-(tert-butyl)cyclohexyl)piperidin-4-yl)-5-fluoro-1H-indole-3-carbaldehyde oxime